(S)-2-(dibenzylamino)-2-phenylethanol C(C1=CC=CC=C1)N([C@H](CO)C1=CC=CC=C1)CC1=CC=CC=C1